C1(CCCCC1)P(CCP(C1CCCCC1)C1CCCCC1)C1CCCCC1 1,2-bis(dicyclohexylphosphanyl)-ethane